C(C1CO1)OC(CC[Si](OC)(OC)C)CC 3-glycidoxyamyl-methyl-dimethoxysilane